C(C)(C)(C)OC(CC1([C@@H]2C=C(C[C@@H]2C1)CC)CC(=O)N)=O (1R,5S)-[3-ethyl-6-(2-amino-2-oxoethyl)bicyclo[3.2.0]hept-3-ene-6-yl]acetic acid tert-butyl ester